NC1=CC=C(OC2=CC(=C(N)C=C2)OCCCC)C=C1 4-(4-aminophenoxy)-2-butoxyaniline